fluoro-N-m-tolyl-[1,1'-biphenyl]-4-sulfonamide FC1=C(C=CC(=C1)S(=O)(=O)NC=1C=C(C=CC1)C)C1=CC=CC=C1